N1(CCCCC1)CCC 3-(piperidin-1-yl)propane